COC12CC3(CC(CC(C1)C3)C2)NC=2NC(/C(/N2)=C/C=2C=C3C=NN(C3=CC2)C)=O (4Z)-2-[(3-Methoxy-1-adamantyl)amino]-4-[(1-methylindazol-5-yl)methylene]-1H-imidazol-5-one